cis-3-[3-[3-methyl-1-(4-methyl-1,2,4-triazol-3-yl)cyclobutyl]phenyl]-7-[1-[(3-methyloxetan-3-yl)amino]ethyl]-9-(trifluoromethyl)pyrido[1,2-a]pyrimidin-4-one CC1CC(C1)(C1=NN=CN1C)C=1C=C(C=CC1)C1=CN=C2N(C1=O)C=C(C=C2C(F)(F)F)C(C)NC2(COC2)C